(2-methyl-6-(6-methyl-7-oxo-6,7-dihydro-1H-pyrrolo[2,3-c]pyridin-4-yl)-1-(4-(trifluoromethyl)benzyl)-1H-benzo[d]imidazol-4-yl)ethylsulfonamide CC1=NC2=C(N1CC1=CC=C(C=C1)C(F)(F)F)C=C(C=C2CCS(=O)(=O)N)C=2C1=C(C(N(C2)C)=O)NC=C1